(1R,4R,7R,Z)-7-bromo-6-(fluoro(phenylsulfonyl)methylene)-2-(4-methoxybenzyl)-2-azabicyclo[2.2.1]heptan-3-one Br[C@H]1[C@@H]\2N(C([C@H]1C/C2=C(/S(=O)(=O)C2=CC=CC=C2)\F)=O)CC2=CC=C(C=C2)OC